methyl 2-(6-chloro-4-(2-(4-methyl-4H-1,2,4-triazol-3-yl)phenyl)pyridin-2-yl)-7-(trifluoromethyl)benzo[d]oxazole-5-carboxylate ClC1=CC(=CC(=N1)C=1OC2=C(N1)C=C(C=C2C(F)(F)F)C(=O)OC)C2=C(C=CC=C2)C2=NN=CN2C